C(CCCCCCCCCCC)(O)O dodecan-diol